ClC=1C=C(N)C=CC1N1[C@H]2CN([C@@H](C1)C2)C 3-chloro-4-((1R,4R)-5-methyl-2,5-diazabicyclo[2.2.1]heptan-2-yl)aniline